tert-butyl 7-(5-((3,3-difluoropropyl)amino)pentyl)-3,4-dihydro-1,8-naphthyridine-1(2H)-carboxylate FC(CCNCCCCCC1=CC=C2CCCN(C2=N1)C(=O)OC(C)(C)C)F